N-(2,6-dimethyl-4-(2-(trifluoromethyl)-7,8-dihydropyrido[4,3-d]pyrimidin-6(5H)-yl)phenyl)-3,3-dimethylbutyramide CC1=C(C(=CC(=C1)N1CC2=C(N=C(N=C2)C(F)(F)F)CC1)C)NC(CC(C)(C)C)=O